Methyl (R)-2-(5-(1,3-dioxolan-2-yl)-2-methyl-6-((1-(3-(pentafluoro-λ6-sulfanyl)phenyl)ethyl)amino) pyrimidin-4-yl)acetate O1C(OCC1)C=1C(=NC(=NC1N[C@H](C)C1=CC(=CC=C1)S(F)(F)(F)(F)F)C)CC(=O)OC